O=S1(CN(C2=NC(=C(C=C21)C)C2=C(C=CC=C2)F)S(=O)(=O)CC)=O 1,1-dioxo-3-(ethylsulphonyl)-5-(2-fluorophenyl)-6-methyl-2,3-dihydro[1,3]thiazolo[4,5-b]pyridine